(S)-2-(4-(6-((6-cyanoimidazo[1,2-a]pyridin-2-yl)methoxy)pyridin-2-yl)-2,5-difluorobenzyl)-1-(oxetan-2-ylmethyl)-1H-benzo[d]imidazole-6-carboxylic acid C(#N)C=1C=CC=2N(C1)C=C(N2)COC2=CC=CC(=N2)C2=CC(=C(CC1=NC3=C(N1C[C@H]1OCC1)C=C(C=C3)C(=O)O)C=C2F)F